Benzyl (4S)-4-((S)-3-(benzyloxy)-2-(6-methylheptanamido)propanamido)-2,6-dimethyl-3-oxo-2-(((triethylsilyl)oxy)methyl)heptanoate C(C1=CC=CC=C1)OC[C@@H](C(=O)N[C@H](C(C(C(=O)OCC1=CC=CC=C1)(CO[Si](CC)(CC)CC)C)=O)CC(C)C)NC(CCCCC(C)C)=O